C1(=CC=CC2=CC=CC=C12)C=1C2=CC=CC=C2C(=C2C=CC=CC12)C1=CC=C(C=C1)C 9-(1-naphthalenyl)-10-(p-tolyl)anthracene